N1N=CC=C1C=1C=C(C=CC1)B(O)O 3-(1H-PYRAZOL-5-YL)PHENYLBORONIC ACID